COC(=O)[C-]1C(=C(C(=C1C#N)C#N)C#N)C#N methoxycarbonyl-tetra-cyanocyclopentadienide